(2S,3S,4S,5R,6S)-6-[[(6aR)-11-hydroxy-6-methyl-5,6,6a,7-tetrahydro-4H-dibenzo[de,g]quinolin-10-yl]oxy]-3,4,5-trihydroxy-tetrahydropyran-2-carboxylic acid OC1=C(C=CC2=C1C1=C3C(CCN([C@@H]3C2)C)=CC=C1)O[C@H]1[C@@H]([C@H]([C@@H]([C@H](O1)C(=O)O)O)O)O